2-(6-(tetrahydro-2H-pyran-4-yl)pyridin-2-yl)propanehydrazide O1CCC(CC1)C1=CC=CC(=N1)C(C(=O)NN)C